C1(CCCCC1)NC1=NN(C2=CC=C(C=C12)C1=CN=CS1)C N-cyclohexyl-1-methyl-5-(thiazol-5-yl)-1H-indazol-3-amine